C(C(=C)C)(=O)OCCP(O)(O)=O [2-(methacryloyloxy)ethyl]phosphonic acid